2-hydroxy-2-methyl-1-phenylhex-5-en-1-one OC(C(=O)C1=CC=CC=C1)(CCC=C)C